4-((1,5-dimethyl-4,5-dihydro-1H-pyrazolo[4,3-c]quinolin-6-yl)amino)-N-(methyl-d3)nicotinamide CN1N=CC=2CN(C=3C(=CC=CC3C21)NC2=CC=NC=C2C(=O)NC([2H])([2H])[2H])C